1-hydroxy-3,4-dihydro-2,1-benzoxaborole-7-amine hydrochloride Cl.OB1OCC2C1=C(C=CC2)N